5,12-di(4-carboxyphenyl)tetracene C(=O)(O)C1=CC=C(C=C1)C1=C2C=CC=CC2=C(C2=CC3=CC=CC=C3C=C12)C1=CC=C(C=C1)C(=O)O